8-benzhydryl-1-(ethoxymethyl)-3,8-diazabicyclo[3.2.1]octane C(C1=CC=CC=C1)(C1=CC=CC=C1)N1C2(CNCC1CC2)COCC